ClC=1C=CC2=C([C@@H](C[C@@H](O2)C(=O)NC23[C@H](CC(CC2)(CC3)NC(=O)C3=CC(=NO3)C(F)F)O)O)C1 N-[(3S)-4-{[(2R,4R)-6-chloro-4-hydroxy-3,4-dihydro-2H-1-benzopyran-2-carbonyl]amino}-3-hydroxybicyclo[2.2.2]octan-1-yl]-3-(difluoromethyl)-1,2-oxazole-5-carboxamide